Bismuth(III) hydroxide [Bi](O)(O)O